CC1CC=2N(CC1)N=CC2C(=O)O 5-methyl-4,5,6,7-tetrahydropyrazolo[1,5-a]pyridine-3-carboxylic acid